N-phenyl-N,N'-di-sec-butyl-1,4-phenylenediamine C1(=CC=CC=C1)N(C1=CC=C(C=C1)NC(C)CC)C(C)CC